FC1=CC(=C(C=C1C1CCNCC1)NC(=O)C1=CNC(C=C1C(F)(F)F)=O)N1C[C@@H](N([C@@H](C1)C)C)C N-(4-fluoro-5-(piperidin-4-yl)-2-((3S,5R)-3,4,5-trimethylpiperazin-1-yl)phenyl)-6-oxo-4-(trifluoromethyl)-1,6-dihydropyridine-3-carboxamide